ClC=1C(=CC(=NC1)F)C=1NC2=CC=C(C=C2C1C(C)C)C1CCNCC1 2-(5-chloro-2-fluoropyridin-4-yl)-3-isopropyl-5-(piperidin-4-yl)-1H-indole